CN1N=C(C=C1C1=CC(=CC=C1)C(F)(F)F)C(=O)O 1-methyl-5-[3-(trifluoromethyl)phenyl]-1H-pyrazole-3-carboxylic acid